BrCC1=C(C#N)C=C(C=C1)F (bromomethyl)-5-fluorobenzonitrile